C1(=C(C(=C(C(C1([2H])[2H])[2H])[2H])C=1C=CC2=C(C1)C=1N=CN=C(C1O2)C2=C(C(=C(C=C2[2H])[2H])C2=C(C(=C(C1=C2SC2=C1C(=C(C(=C2[2H])[2H])[2H])[2H])[2H])[2H])[2H])[2H])[2H])C2=C(C(=C(C(=C2)[2H])C2=C(C(=C(C(=C2[2H])[2H])[2H])[2H])[2H])[2H])[2H] 8-(1,1':4',1''-terphenyl-3-yl-2,4,5,6,2',3',5',6,2'',3'',4'',5'',6''-d13)-4-[3-(dibenzothiophen-4-yl-1,2,3,6,7,8,9-d)phenyl-2,4,6-d3]-[1]benzofuro[3,2-d]pyrimidine